COC(=O)[C@H]1[C@H](C1)C(=O)OC (1R,2S)-cyclopropane-1,2-dicarboxylic acid dimethyl ester